FC(C(F)(F)F)(F)OC(C(F)(F)F)(F)F di(pentafluoroethyl) ether